2-(2-Bromopyridin-4-yl)-7-methyl-3-(pyridin-2-yl)-1H-pyrrolo[3,2-b]pyridine BrC1=NC=CC(=C1)C1=C(C2=NC=CC(=C2N1)C)C1=NC=CC=C1